C1(CC1)C(C)N1N=CC=2C1=NC(=NC2)C(=O)NC2(CC2)C2=CC=C(C=C2)C2=CN=CN(C2=O)C(C)C (1-cyclopropylethyl)-N-(1-(4-(1-isopropyl-6-oxo-1,6-dihydropyrimidin-5-yl)phenyl)cyclopropyl)-1H-pyrazolo[3,4-d]Pyrimidine-6-carboxamide